C(\C=C/C(=O)OC1CC(N(C(C1)(C)C)CC1=CC=CC=C1)(C)C)(=O)OC1CC(N(C(C1)(C)C)CC1=CC=CC=C1)(C)C di(1-benzyl-2,2,6,6-tetramethylpiperidin-4-yl) maleinate